9,9-dimethyl-9H-fluorene-3-amine CC1(C2=CC=CC=C2C=2C=C(C=CC12)N)C